COC(C1=CC=CC(=C1)CC)=O 5-ethylbenzoic acid methyl ester